allyl-chlorofluoro-silane C(C=C)[SiH](F)Cl